1-((R)-1-(3-chloro-5-fluorophenyl)ethyl)-N3-methyl-1H-pyrazole-3,5-dicarboxamide ClC=1C=C(C=C(C1)F)[C@@H](C)N1N=C(C=C1C(=O)N)C(=O)NC